C(C=C)(=O)N1CCN(CC1)C1=CC(=NC=2CN(CCC12)C1=CC=CC2=CC=CC(=C12)C)C(=O)N[C@@H]1COC[C@H]1N1CCOCC1 |r| rac-4-(4-acryloylpiperazin-1-yl)-7-(8-methylnaphthalen-1-yl)-N-(trans-4-morpholinotetrahydrofuran-3-yl)-5,6,7,8-tetrahydro-1,7-naphthyridine-2-carboxamide